tert-butyl 2-(4-(4,4,5,5-tetramethyl-1,3,2-dioxaborolan-2-yl)phenoxy)-7-azaspiro[3.5]nonane-7-carboxylate CC1(OB(OC1(C)C)C1=CC=C(OC2CC3(C2)CCN(CC3)C(=O)OC(C)(C)C)C=C1)C